5-bromo-6-methoxy-2H-benzo[d][1,2,3]triazole BrC1=CC=2C(=NNN2)C=C1OC